ClC1=C(C=CC=C1)C1=C(C=C(C=C1)CNC)NS(=O)(=O)C=1SC=CC1 N-(2'-chloro-4-((methylamino)methyl)-[1,1'-biphenyl]-2-yl)thiophene-2-sulfonamide